[Cl-].[Cl-].C[SiH](C)[Zr+2](C1C=C(C2=CC=CC=C12)C(C)CC)C1C=CC2=CC=CC=C12 Dimethylsilyl-(indenyl)(3-(sec-butyl)-indenyl)zirconium dichloride